FC(C(=O)O)(F)F.FC1=C(C=CC=C1)C=1N(C=C(C1)CNC)S(=O)(=O)C=1C=C(C=CC1)S 3-((2-(2-fluorophenyl)-4-((methylamino)methyl)-1H-pyrrol-1-yl)sulfonyl)benzenethiol trifluoroacetate salt